((fluorosulfonyl)oxy)phenol FS(=O)(=O)OC1=C(C=CC=C1)O